C1(CC1)N1CCC(CC1)C1=NC2=C(C=C(C=C2C(N1)=O)C1=CC2=C(N=C(O2)C)C=C1)F 2-(1-Cyclopropylpiperidin-4-yl)-8-fluoro-6-(2-methyl-1,3-benzoxazol-6-yl)quinazolin-4(3H)-one